C(CCC)NC=1C2=C(N=C(N1)S(=O)C)CN(C2=O)CC2=CC=C(C=C2)CN2CCCC2 4-(butylamino)-2-(methylsulfinyl)-6-(4-(pyrrolidin-1-ylmethyl)benzyl)-6,7-dihydro-5H-pyrrolo[3,4-d]pyrimidin-5-one